CN1N=CC(=C1C)S(=O)(=O)N1CCC(CC1)C=1C(=CC=2N(N1)C=CN2)C 6-(1-((1,5-dimethyl-1H-pyrazol-4-yl)sulfonyl)piperidin-4-yl)-7-methylimidazo[1,2-b]pyridazine